(7R,14R)-11-(3-((tert-butyldimethylsilyl)oxy)prop-1-yn-1-yl)-1-(difluoromethoxy)-6-(methyl-d3)-6,7-dihydro-7,14-methanobenzo[f]benzo[4,5]imidazo[1,2-a][1,4]diazocin-5(14H)-one [Si](C)(C)(C(C)(C)C)OCC#CC1=CC2=C(N=C3N2[C@H]2C4=C(C(N([C@@H]3C2)C([2H])([2H])[2H])=O)C=CC=C4OC(F)F)C=C1